C(CCC)OC1=CC=C(C=C1)CC(=O)NO 2-(4-butoxyphenyl)acetohydroxamic acid